CS(=O)(=O)C=1C=C(OC[C@H](CNC2COC3(C2)CCN(CC3)S(=O)(=O)C3=CC(=CC=C3)C3=NC=CC=C3)O)C=CC1 (2S)-1-(3-(methylsulfonyl)phenoxy)-3-(8-(3-(pyridin-2-yl)benzenesulfonyl)-1-oxa-8-azaspiro[4.5]decan-3-ylamino)propan-2-ol